O1C(C=C1)=[Se] Oxetselon